FC(N1N=CC(=C1)C=1N=CC(=NC1)COC1=CC=CC(=N1)C1=CC(=C(C=C1F)CC=1N(C2=C(N1)C=CC(=C2)C(=O)OC(C)(C)C)CCOC)F)F tert-butyl 2-[[4-[6-[[5-[1-(difluoromethyl)pyrazol-4-yl]pyrazin-2-yl]methoxy]-2-pyridyl]-2,5-difluoro-phenyl]methyl]-3-(2-methoxyethyl)benzimidazole-5-carboxylate